thallium oleate C(CCCCCCC\C=C/CCCCCCCC)(=O)[O-].[Tl+]